C(CCCCCCCCCCCCC)OC(\C=C\C1=CC(O)=C(O)C=C1)=O caffeic acid tetradecyl ester